ClC=1C(=C(C(=CC1)C(F)F)C1=CN=CC(=N1)C(=O)NC=1C=NN(C1)[C@@H](C)C1=CC=C(C=C1)N1C([C@@H]2C[C@@H]2C1)=O)F |&1:24| 6-(3-chloro-6-(difluoromethyl)-2-fluorophenyl)-N-(1-((S and R)-1-(4-((1R,5S)-2-oxo-3-azabicyclo[3.1.0]hex-3-yl)phenyl)ethyl)-1H-pyrazol-4-yl)pyrazine-2-carboxamide